O1C(COC2=C1C=CC=C2)C2=CC=C(CN1C[C@@H](CC1)O)C=C2 (3R)-1-[4-(2,3-dihydro-1,4-benzodioxin-2-yl)benzyl]pyrrolidin-3-ol